tert-butyl N-[(3R)-pyrrolidin-3-yl]-N-[(1s,3s)-3-fluorocyclobutyl]carbamate N1C[C@@H](CC1)N(C(OC(C)(C)C)=O)C1CC(C1)F